Cl.C[C@@H]1N(CCNC1)C(C)=O (S)-1-(2-methylpiperazin-1-yl)ethan-1-one hydrochloride